BrC1=CC(=C(C=C1)C1=CN=C(N=N1)N([C@H]1[C@H]([C@@H]2CCC[C@H](C1)N2C(=O)OC(C)(C)C)F)C)OCOC |r| (±)-tert-butyl (1S,2R,3R,5R)-3-((6-(4-bromo-2-(methoxymethoxy)phenyl)-1,2,4-triazin-3-yl)(methyl)amino)-2-fluoro-9-azabicyclo[3.3.1]nonane-9-carboxylate